[Ni].[Al].[Cu].C(C)(C)[Si](C1=C(C(=C(C(=C1F)F)[B-](C1=C(C(=C(C(=C1F)F)[Si](C(C)C)(C(C)C)C(C)C)F)F)(C1=C(C(=C(C(=C1F)F)[Si](C(C)C)(C(C)C)C(C)C)F)F)C1=C(C(=C(C(=C1F)F)[Si](C(C)C)(C(C)C)C(C)C)F)F)F)F)(C(C)C)C(C)C.C[NH+](C1=CC=CC=C1)C N,N-dimethylanilinium tetrakis(4-(triisopropylsilyl)-2,3,5,6-tetrafluorophenyl)borate Copper-Aluminium-Nickel